ClC1=CC=C(C(=N1)C=1C=CC(=C(C=O)C1)B1OC(C(O1)(C)C)(C)C)N[C@H](C)C=1C=C(C=C2C(C(=C(OC12)N1CCC(CC1)(C)C)C)=O)C 5-[6-chloro-3-[[(1R)-1-[2-(4,4-dimethyl-1-piperidyl)-3,6-dimethyl-4-oxo-chromen-8-yl]ethyl]amino]-2-pyridyl]-2-(4,4,5,5-tetramethyl-1,3,2-dioxaborolan-2-yl)benzaldehyde